C1(=CC=CC=C1)C1CN=CO1 5-phenyl-4,5-dihydrooxazole